(Z,E)-3,13-Octadecadienyl acetate C(C)(=O)OCC\C=C/CCCCCCCC\C=C\CCCC